N(C(=O)C)CCCNC(=O)C=1C=NC2=C(C=CC=C2C1)C1=CCC(CC1)C(F)(F)F N-(3-Acetaminopropyl)-8-(4-(trifluoromethyl)cyclohex-1-en-1-yl)quinoline-3-carboxamide